(6S,9S,12S)-methyl 9-(cyclopropylmethyl)-2,2-dimethyl-6-(naphthalen-1-ylmethyl)-4,7,10-trioxo-12-(((S)-2-oxopyrrolidin-3-yl)methyl)-3-oxa-5,8,11-triazatridecan-13-oate C1(CC1)C[C@H](NC([C@@H](NC(OC(C)(C)C)=O)CC1=CC=CC2=CC=CC=C12)=O)C(N[C@H](C(=O)OC)C[C@H]1C(NCC1)=O)=O